C(C)(C)(C)OC(=O)N1[C@@H](C[C@H](C1)O)C(N[C@@H](C)C1=CC=C(C=C1)C#N)=O.FC1=CC=C(C=C1)C=1N=CC(=NC1C1=CC=CC=C1)N1CCC(CC1)CNC(C1=CC=CC=C1)=O N-((1-(5-(4-fluorophenyl)-6-phenylpyrazin-2-yl)piperidin-4-yl)methyl)benzamide (2S,4R)-tert-butyl-2-(((S)-1-(4-cyanophenyl)ethyl)carbamoyl)-4-hydroxypyrrolidine-1-carboxylate